Ethyl Ethanimidate C(C)(OCC)=N